NC1=C(C=CC=C1)C1=C(C=CC=C1)[Pd](P(C1=C(C=CC=C1)C1=C(C=CC=C1OC(C)C)OC(C)C)(C1CCCCC1)C1CCCCC1)Cl (2'-amino-[1,1'-biphenyl]-2-yl)(dicyclohexyl(2',6'-diisopropoxy-[1,1'-biphenyl]-2-yl)phosphoranyl)palladium(III) chloride